N-Phenylalanine methyl ester COC([C@@H](NC1=CC=CC=C1)C)=O